N1=NN(C2=NC=CC=C21)C2=NN1C(N=CC=C1)=C2C(=O)O.C[Si](O)(C=2SC=CC2)C dimethyl-(thiophen-2-yl)silanol triazolo[4,5-b]pyridin-3-ylpyrazolo[1,5-a]pyrimidine-3-carboxylate